(-)-(4aR,8aS)-6-[3-[1-[4-(trifluoromethyl)phenyl]ethoxy]azetidine-1-carbonyl]-4,4a,5,7,8,8a-hexahydropyrido[4,3-b][1,4]oxazin-3-one FC(C1=CC=C(C=C1)C(C)OC1CN(C1)C(=O)N1C[C@@H]2[C@@H](OCC(N2)=O)CC1)(F)F